IC1=C2C(=NC=C1)N(N=C2)C 4-iodo-1-methylpyrazolo[3,4-b]pyridine